N-(2-fluoroethyl)-N-methylacetamide FCCN(C(C)=O)C